manganese acetic acid salt C(C)(=O)[O-].[Mn+2].C(C)(=O)[O-]